(2-(dimethylamino)-4-methylphenyl)methanol CN(C1=C(C=CC(=C1)C)CO)C